4-{5-[1-(3-Difluoromethyl-2-fluoro-phenyl)-ethylamino]-3,4,8,9b-tetraaza-cyclopenta[a]naphthalen-7-yl}-3-methyl-piperazine-1-carboxylic acid tert-butyl ester C(C)(C)(C)OC(=O)N1CC(N(CC1)C=1C=C2C(=NC=3N(C2=CN1)C=CN3)NC(C)C3=C(C(=CC=C3)C(F)F)F)C